FC(C1=NC=CC(=C1F)NC(=O)N1CC=2C(=NN3C2C(CC[C@@H](C3)O)(F)F)C[C@H]1C)F (3R,8S)-N-(2-(Difluoromethyl)-3-fluoropyridin-4-yl)-11,11-difluoro-8-hydroxy-3-methyl-3,4,8,9,10,11-hexahydro-1H-pyrido[4',3':3,4]pyrazolo[1,5-a]azepine-2(7H)-carboxamide